6-amino-7-ethoxy-4-((4-methoxyphenyl)amino)-2-methylquinoline-3-carbonitrile NC=1C=C2C(=C(C(=NC2=CC1OCC)C)C#N)NC1=CC=C(C=C1)OC